4-{1-[3-(8-{4-fluoro-2-[(3R)-3-methylmorpholine-4-carbonyl]phenyl}-3-methylimidazo[1,5-a]pyridin-6-yl)azetidin-1-yl]ethyl}piperidine-1-carboxylic acid tert-butyl ester C(C)(C)(C)OC(=O)N1CCC(CC1)C(C)N1CC(C1)C=1C=C(C=2N(C1)C(=NC2)C)C2=C(C=C(C=C2)F)C(=O)N2[C@@H](COCC2)C